C(CC(C)C)(=O)N([C@@H](CCCNC(N)=N)C(=O)O)NC(=O)N isovaleryl-ureido-arginine